bis(4-methoxyphenyl)(cyclopentadienyl)(octamethyloctahydrodibenzofluorenyl)methane COC1=CC=C(C=C1)C(C1(C(C(C(C2(C3C(=C4C=5C=CC=CC5CC4=C21)C=CCC3)C)(C)C)(C)C)(C)C)C)(C3C=CC=C3)C3=CC=C(C=C3)OC